CN(C1CCC(CC1)NC=1N=CC2=C(N1)N(C(C(=C2)C=2C=CC(=NC2C)NS(=O)(=O)C2=CC=C(C=C2)F)=O)C(C)C)C N-(5-(2-(((1r,4r)-4-(Dimethylamino)cyclohexyl)amino)-8-isopropyl-7-oxo-7,8-dihydropyrido[2,3-d]pyrimidin-6-yl)-6-methylpyridin-2-yl)-4-fluorobenzenesulfonamide